CN1N=CC(=C1)C(=O)NC1=NN2C(C=C(C=C2)C=2N(N=CC2OC[C@@H]2N(CC2)C)C)=C1 1-methyl-N-[5-[2-methyl-4-[[(2R)-1-methylazetidin-2-yl]methoxy]pyrazol-3-yl]pyrazolo[1,5-a]pyridin-2-yl]pyrazole-4-carboxamide